methyl 2,3-dibromofuran-5-carboxylate BrC=1OC(=CC1Br)C(=O)OC